C(C)C1(C2=CC=CC=C2C=2C=CC(=CC12)C1=C(C(=O)O)C=CC=C1)CC 9,9-diethyl-9H-fluoren-2-yl-benzoic acid